BrCCC(=O)CC(=O)NC1=CC=CC=C1 2-(bromopropionyl)-acetanilide